CC1=C(C(=CC=C1)C)NC(=O)C=1C(=NC(=NC1)SC)C N-(2,6-dimethylphenyl)-4-methyl-2-methylsulfanyl-pyrimidine-5-carboxamide